4-(4-Bromo-2,3-difluoro-phenyl)-3-(trifluoromethyl)-1H-pyrazole BrC1=C(C(=C(C=C1)C=1C(=NNC1)C(F)(F)F)F)F